1-(4-[(2,6-difluorophenyl)carbamoyl]-2-fluoro-5-{[(2S)-1,1,1-trifluoroprop-2-yl]oxy}phenyl)-4-methyl-5-oxo-4,5-dihydro-1H-1,2,4-triazole-3-carboxylic acid FC1=C(C(=CC=C1)F)NC(=O)C1=CC(=C(C=C1O[C@H](C(F)(F)F)C)N1N=C(N(C1=O)C)C(=O)O)F